7-Methyl-3-(((trifluoromethyl)sulfonyl)oxy)-2,4,5,7-tetrahydro-6H-pyrazolo[3,4-c]pyridine-6-carboxylic acid tert-butyl ester C(C)(C)(C)OC(=O)N1C(C=2C(CC1)=C(NN2)OS(=O)(=O)C(F)(F)F)C